N-phenyldibenzo-[b,d]furan-1-amine C1(=CC=CC=C1)NC1=CC=CC=2OC3=C(C21)C=CC=C3